FC([C@@H]1OC(OC1)(C)C)F (R)-4-difluoromethyl-2,2-dimethyl-[1,3]dioxolane